N[C@@H](C(=O)N[C@H](C(=O)OC)CC(C)C)CC(C(F)(F)F)(C)C (S)-Methyl 2-((R)-2-amino-5,5,5-trifluoro-4,4-dimethylpentanamido)-4-methylpentanoate